N-(2-(4-(4-cyclopentylpiperazine-1-yl)piperidine-1-yl)-5-((6-((R)-3-(3,5-difluorophenyl)isoxazolidine-2-yl)pyrimidine-4-yl)amino)-4-methoxyphenyl)acrylamide C1(CCCC1)N1CCN(CC1)C1CCN(CC1)C1=C(C=C(C(=C1)OC)NC1=NC=NC(=C1)N1OCC[C@@H]1C1=CC(=CC(=C1)F)F)NC(C=C)=O